C(=O)OC(COC1=C(C=CC=C1)C1CCN(CC1)[C@H]1CC2(CN(C2)C=2C(=NC=NC2)C)CC1)(C)C (R)-2-methyl-1-(2-(1-(2-(4-methylpyrimidin-5-yl)-2-azaspiro[3.4]octan-6-yl)piperidin-4-yl)phenoxy)propan-2-ol formate